6-(((6-nitrobenzo[d]oxazol-2-yl)methyl)thio)-1-phenyl-1,5-dihydro-4H-pyrazolol [N+](=O)([O-])C1=CC2=C(N=C(O2)CSC2=CC=CC=C2N2N=C(CC2)O)C=C1